4-(5-((6-(3-chloro-5-fluorophenyl)-4-(hydroxymethyl)pyridin-2-yl)oxy)pyrimidin-2-yl)piperazine-1-carboxylic acid tert-butyl ester C(C)(C)(C)OC(=O)N1CCN(CC1)C1=NC=C(C=N1)OC1=NC(=CC(=C1)CO)C1=CC(=CC(=C1)F)Cl